O(C1=CC=CC=C1)C1=CC=C(C=C1)N1CCN(CC1)C1CC2=C(N(N=C2CC1)C1=NC=CC=C1)O 5-(4-(4-phenoxyphenyl)piperazin-1-yl)-2-(pyridin-2-yl)-4,5,6,7-tetrahydro-2H-indazol-3-ol